N-cyclopropyl-3-((S)-3-cyclopropyl-2-((E)-3-(2,4-dichlorophenyl)acrylamido)propanamido)-2-oxo-4-((S)-2-oxopyrrolidin-3-yl)butanamide C1(CC1)NC(C(C(C[C@H]1C(NCC1)=O)NC([C@H](CC1CC1)NC(\C=C\C1=C(C=C(C=C1)Cl)Cl)=O)=O)=O)=O